ClC1=CC(=C(C=C1)C1=NC(=CC=2N=C(N(C(C21)=O)C)C)[C@H]2C[C@@H](OCC2)C2=CC(=NC=C2)OC)F 5-(4-chloro-2-fluorophenyl)-7-((2r,4r)-2-(2-methoxy-4-pyridyl)tetrahydro-2H-pyran-4-yl)-2,3-dimethylpyrido[4,3-d]pyrimidin-4(3H)-one